[O-]S(=O)(=O)C(F)(F)F.C(CCCCCCCCCC)[N+]1=CC=C(C=C1)C 1-Undecyl-4-Methylpyridinium triflat